(S)-2-((2-(4-cyanophenyl)-propyl)amino)-N-(5-(2-methyl-2H-1,2,3-triazol-4-yl)pyridin-2-yl)-2-phenylacetamide C(#N)C1=CC=C(C=C1)C(CN[C@H](C(=O)NC1=NC=C(C=C1)C1=NN(N=C1)C)C1=CC=CC=C1)C